methyl 2-((3-(difluoromethoxy)-2-formylphenyl)amino)-4,5-difluoro-benzoate FC(OC=1C(=C(C=CC1)NC1=C(C(=O)OC)C=C(C(=C1)F)F)C=O)F